FC(C1(CN(CCC1)C=1C2=C(N=C(N1)OC[C@]13CCCN3C[C@@H](C1)F)C(=C(N=C2)C2=CC(=CC1=CC=C(C(=C21)CC)F)O)F)O)F 3-(difluoromethyl)-1-(7-(8-ethyl-7-fluoro-3-hydroxynaphthalen-1-yl)-8-fluoro-2-(((2r,7as)-2-fluorohexahydro-1H-pyrrolizin-7a-yl)methoxy)pyrido[4,3-d]pyrimidin-4-yl)piperidin-3-ol